3-(2-((1-ethyl-1H-pyrazol-4-yl)amino)-7-((2-(trimethylsilyl)ethoxy)methyl)-7H-pyrrolo[2,3-d]pyrimidin-4-yl)benzene C(C)N1N=CC(=C1)NC=1N=C(C2=C(N1)N(C=C2)COCC[Si](C)(C)C)C=2C=CC=CC2